N-((2-(6-((3S,4s,5R)-4-hydroxy-3,5-dimethylpiperidin-1-yl)pyridin-2-yl)-1,6-naphthyridin-7-yl)methyl)-4-methyl-3-(methylsulfonyl)benzamide OC1[C@H](CN(C[C@H]1C)C1=CC=CC(=N1)C1=NC2=CC(=NC=C2C=C1)CNC(C1=CC(=C(C=C1)C)S(=O)(=O)C)=O)C